C(#N)C=1C=C(C(=NC1)C(=O)NC=1C=C2C(=NNC2=CC1)C1=CN=CS1)C 5-cyano-3-methyl-N-(3-(thiazol-5-yl)-1H-indazol-5-yl)picolinamide